1,3-diethyl-1,1,3,5,5,7,7,7-octamethyltetrasiloxane C(C)[Si](O[Si](O[Si](O[Si](C)(C)C)(C)C)(C)CC)(C)C